OC=1C=C(C=CC1OC)\C=C\C(=O)C1=CC=C(C=C1)O 3,4'-dihydroxy-4-methoxychalcone